(1r,4r)-4-((6-(thiazol-5-yl)isoquinolin-4-yl)oxy)cyclohexane-1-carboxylic acid S1C=NC=C1C=1C=C2C(=CN=CC2=CC1)OC1CCC(CC1)C(=O)O